ClC1=CC=C(C=C1)C1=N[C@H](C=2N(C3=C1C(=C(S3)C)C)C(=NN2)C)CC(=O)NCCCCCNC2=NC=CC(=C2)C2=CC=C3CC(NC3=C2)=O (S)-2-(4-(4-chlorophenyl)-2,3,9-trimethyl-6H-thieno[3,2-f][1,2,4]triazolo[4,3-a][1,4]diazepin-6-yl)-N-(5-((4-(2-oxoindolin-6-yl)pyridin-2-yl)amino)pentyl)acetamide